4,4''-dihydroxybenzophenone C1=CC(=CC=C1C(=O)C2=CC=C(C=C2)O)O